C(C)(=O)C=1C=C(C=CC1)NC(=O)NC=1C=C2C(N(C(=NC2=CC1)C)C(COC)CC)=O 1-(3-acetylphenyl)-3-(3-(1-methoxybutan-2-yl)-2-methyl-4-oxo-3,4-dihydroquinazolin-6-yl)urea